N-(6-hydroxyhexyl)pentanamide OCCCCCCNC(CCCC)=O